2-(2'-hydroxy-5'-heptylphenyl)benzotriazole OC1=C(C=C(C=C1)CCCCCCC)N1N=C2C(=N1)C=CC=C2